2-[[2-(3,3-dimethylbutylamino)-6-methyl-pyrimidin-4-yl]amino]-N-(3-hydroxy-2,6-dimethyl-phenyl)thiazole-5-carboxamide CC(CCNC1=NC(=CC(=N1)NC=1SC(=CN1)C(=O)NC1=C(C(=CC=C1C)O)C)C)(C)C